(2R)-4,4-Difluoro-2-(4-fluorophenyl)-N-{4-[5-methyl-4-oxo-3-phenyl-7-(2,2,2-trifluoroethyl)-4,5-dihydro-1H-pyrrolo[3,2-c]pyridin-2-yl]pyridin-2-yl}butanamid FC(C[C@@H](C(=O)NC1=NC=CC(=C1)C1=C(C=2C(N(C=C(C2N1)CC(F)(F)F)C)=O)C1=CC=CC=C1)C1=CC=C(C=C1)F)F